tert-butyl 6-(4-(4-cyanophenyl)-5-hydroxy-1H-pyrazol-1-yl)nicotinate C(#N)C1=CC=C(C=C1)C=1C=NN(C1O)C1=NC=C(C(=O)OC(C)(C)C)C=C1